ClC1=C2C3=CC=CC=C3CC=CCC3=CC=CC=C3N3C(N=C(C(=C1)C3=N2)N2[C@H](CN([C@@H](C2)C)C(C=C)=O)C)=O (M)-19-chloro-22-((2S,5R)-2,5-dimethyl-4-(2-propenoyl)-1-piperazinyl)-1,23,26-triazapentacyclo[16.6.2.0~2,7~.0~12,17~.0~21,25~]hexacosa-2,4,6,9,12,14,16,18,20,22,25-undecaen-24-one